tetramethyl-pentene CC(C(=C(C)C)C)CC